COC(\C=C\CC[C@@H](C(=O)NC=1C(N(C=CC1)CC(=O)NCC(CC)CC)=O)NC(=O)C1=CN=CN1C)=O.COC(C)OCCF methoxy(2-fluoroethoxy)ethane (S,E)-methyl-7-(1-(2-(2-ethylbutylamino)-2-oxoethyl)-2-oxo-1,2-dihydro-pyridin-3-ylamino)-6-(1-methyl-1H-imidazole-5-carboxamido)-7-oxohept-2-enoate